tert-butyl N-[2-bromo-5-methoxy-4-pyridyl]carbamate BrC1=NC=C(C(=C1)NC(OC(C)(C)C)=O)OC